2-[[[6-(1-cyano-1-methyl-ethyl)-3-ethylsulfonyl-pyrazolo[1,5-a]pyridin-2-yl]amino]methyl]-5-(trifluoromethyl)pyridine-3-carboxylic acid C(#N)C(C)(C)C=1C=CC=2N(C1)N=C(C2S(=O)(=O)CC)NCC2=NC=C(C=C2C(=O)O)C(F)(F)F